ClC1=NC(=CC(=C1)C1(CCOCC1)C#N)N1[C@@H](COCC1)C 4-{2-chloro-6-[(3R)-3-methylmorpholin-4-yl]pyridin-4-yl}tetrahydropyran-4-carbonitrile